1-[3-[4-[3-[3-amino-6-(2-hydroxyphenyl)pyridazin-4-yl]-3,8-diazabicyclo[3.2.1]octan-8-yl]-2-pyridyl]prop-2-ynyl]-3-cyclopropyl-azetidin-3-ol NC=1N=NC(=CC1N1CC2CCC(C1)N2C2=CC(=NC=C2)C#CCN2CC(C2)(O)C2CC2)C2=C(C=CC=C2)O